The molecule is a disaccharide that is D-galactopyranose in which the hydroxy group at position 4 has been converted into the corresponding beta-L-fucopyranoside. It is a beta-L-fucoside and a glycosylgalactose. It derives from a D-galactopyranose. C[C@H]1[C@H]([C@H]([C@@H]([C@H](O1)O[C@H]2[C@H](OC([C@@H]([C@H]2O)O)O)CO)O)O)O